4-((3-carbamoyl-bicyclo[2.2.1]hept-5-en-2-yl)amino)-6-chloro-N-methylpyridazine-3-carboxamide C(N)(=O)C1C(C2C=CC1C2)NC2=C(N=NC(=C2)Cl)C(=O)NC